4-Acetoxy-N-ethyl-N-methyltryptamine Fumarate C(\C=C\C(=O)O)(=O)O.C(C)(=O)OC=1C=CC=C2NC=C(CCN(C)CC)C12